N1=CC=C(C=C1)C1=CC=C(S1)C=1C=NC=C(C1)C=1SC(=CC1)C1=CC=NC=C1 3,5-bis(5-(pyridin-4-yl)thiophen-2-yl)pyridine